[Li].[Li].S1N(NC=C1S)S thiadiazole-2,5-dithiol dilithium